ClC1=NCCOC1 5-chloro-3,6-dihydro-2H-1,4-oxazine